C(=CCC)O[Si](CC)(CC)CC (but-1-en-1-yloxy)triethylsilane